C(CCC)OC12CC3(CC(CC(C1)C3)C2)NCC(=O)N2C(CC(C2)=C)C#N 1-((3-butoxyadamantan-1-yl)glycyl)-4-methylenepyrrolidine-2-carbonitrile